4-ETHOXYPHENYLISOCYANIDE C(C)OC1=CC=C(C=C1)[N+]#[C-]